COC1=CC=C(C=C1)C1=NN2C(=NC=3C=CC(=CC3C2=N1)C(C)C)N[C@H]1C(NCCCC1)=O (3R)-3-{[2-(4-Methoxyphenyl)-9-(propan-2-yl)[1,2,4]triazolo[1,5-c]quinazolin-5-yl]amino}azepan-2-one